tert-Butyl 2-[(3S)-4-cyano-3-{[6-(1-methyl-1H-pyrazol-4-yl)pyridin-2-yl]formamido}butanamido]-4-methyl-1,3-thiazole-5-carboxylate C(#N)C[C@@H](CC(=O)NC=1SC(=C(N1)C)C(=O)OC(C)(C)C)NC(=O)C1=NC(=CC=C1)C=1C=NN(C1)C